1-(2,2-dimethyl-propyl)-1H-[1,6]naphthyridin-2-one CC(CN1C(C=CC2=CN=CC=C12)=O)(C)C